5-(3-chlorophenyl)-3-[2-(3-fluoro-3-methyl-azetidin-1-yl)-2-oxo-ethyl]-N-methyl-4-oxo-pyrrolo[2,1-f][1,2,4]triazine-7-carboxamide ClC=1C=C(C=CC1)C=1C=C(N2N=CN(C(C21)=O)CC(=O)N2CC(C2)(C)F)C(=O)NC